4-[1-methyl-2-[[(S)-phenyl-[(3S)-1,2,3,4-tetrahydropyrido[2,3-b]pyrazin-3-yl]methyl]amino]ethyl]benzonitrile CC(CN[C@H]([C@@H]1CNC2=C(N1)N=CC=C2)C2=CC=CC=C2)C2=CC=C(C#N)C=C2